2-{6-[(3s,5r)-3,5-dimethylpiperazin-1-yl]pyridazin-3-yl}-5-(2-methyl-[1,2,4]triazolo[1,5-a]pyridin-6-yl)pyridin-3-ol Folate C(CC[C@@H](C(=O)O)NC(=O)C1=CC=C(NCC2=CN=C3N=C(N)NC(=O)C3=N2)C=C1)(=O)OC=1C(=NC=C(C1)C=1C=CC=2N(C1)N=C(N2)C)C=2N=NC(=CC2)N2C[C@@H](N[C@@H](C2)C)C